C(C)OC(=O)C=1N=C2N(C=CC(=C2)OCC(F)(F)F)C1S(=O)(=O)CC.C(C)(C)[C@@H]1N=C(N(C1)C1=CC=CC=C1)C1=C(C=CC=C1)[N+](=O)[O-] 2-[(4S)-4-isopropyl-N-phenyl-2-imidazolinyl]nitrobenzene ethyl-3-ethylsulfonyl-7-(2,2,2-trifluoroethoxy)imidazo[1,2-a]pyridine-2-carboxylate